2-(2-(4-(3-(4-(3-hydroxypyrrolidin-1-yl)butoxy)phenyl)indoline-1-carbonyl)-6,7-dihydrothiazolo[5,4-c]pyridin-5(4H)-yl)acetic acid OC1CN(CC1)CCCCOC=1C=C(C=CC1)C1=C2CCN(C2=CC=C1)C(=O)C=1SC=2CN(CCC2N1)CC(=O)O